BrC1=CC=C(C=C1)COC1=NN=C(S1)NC(=O)C=1C(=CC(=NC1)C(=O)OC(C)C)C1=C(C=CC=C1)OC isopropyl 5-([5-[(4-bromophenyl)methoxy]-1,3,4-thiadiazol-2-yl]carbamoyl)-4-(2-methoxyphenyl)pyridine-2-carboxylate